OC(C(=O)C1=CC=C(C=C1)CC1=CC=C(C=C1)C(C(C)(C)O)=O)(C)C 2-hydroxy-1-{4-[4-(2-hydroxy-2-methylpropoyl)-benzyl]-phenyl}-2-methyl-propan-1-one